FC1=C(C=C(C=C1)F)C1C(NC(O1)=O)(C=1C=NC=C(C1)C#CC1=CC=CC=C1)C 5-(2,5-difluorophenyl)-4-methyl-4-(5-(phenylethynyl)-3-pyridinyl)-1,3-oxazolidin-2-one